CC1C(CCC(=C1)C)C=O 2,4-dimethyl-3-cycloHexeneformaldehyde